OCC(CO)(CO)NCC1CN(C1)C(CC1=C(C=C(C=C1)OCCCC1CCN(CC1)C1=NC=C(C=N1)CC)F)=O 1-(3-(((1,3-dihydroxy-2-(hydroxymethyl)propan-2-yl)amino)methyl)azetidin-1-yl)-2-(4-(3-(1-(5-ethylpyrimidin-2-yl)piperidin-4-yl)propoxy)-2-fluorophenyl)ethan-1-one